Dimethyl but-2-ynedioate C(C#CC(=O)OC)(=O)OC